ClC1=C(C=CC(=C1I)F)N(S(=O)(=O)N1C[C@@H](CC1)F)COCC[Si](C)(C)C (R)-N-(2-chloro-4-fluoro-3-iodophenyl)-3-fluoro-N-((2-(trimethylsilyl)ethoxy)methyl)pyrrolidine-1-sulfonamide